tert-Butyl 4-(4-(3-(4-methoxybenzyl)-2,4-dioxotetrahydropyrimidin-1(2H)-yl)-7-methyl-1H-pyrrolo[2,3-c]pyridin-1-yl)piperidine-1-carboxylate Copper(I) iodide [Cu]I.COC1=CC=C(CN2C(N(CCC2=O)C2=C3C(=C(N=C2)C)N(C=C3)C3CCN(CC3)C(=O)OC(C)(C)C)=O)C=C1